FC1=C(C=CC(=C1)F)N1C(C2=CC=CC=C2C(=N1)C=1CCNCC1)=O 2-(2,4-Difluorophenyl)-4-(1,2,3,6-tetrahydropyridin-4-yl)phthalazin-1(2H)-one